trichloro-phenol ClC1=C(C(=C(C=C1)O)Cl)Cl